CC=1C(=NC(=NC1)N[C@@H]1COCC1)N1C=C(C=C1)C(=O)NC(CO)C1=CC=C(C=C1)F 1-(5-methyl-2-(((S)-tetrahydrofuran-3-yl)amino)pyrimidin-4-yl)-N-(1-(4-fluorophenyl)-2-hydroxyethyl)-1H-pyrrole-3-carboxamide